(1-methylpiperidin-3-yl)methanone CN1CC(CCC1)C=O